C[C@H]1O[C@H](CN(C1)C1=C2C=CC=NC2=C(C=C1)C(F)(F)F)C(=O)O (2R,6R)-6-methyl-4-[8-(trifluoromethyl)-5-quinolyl]morpholine-2-carboxylic acid